N1CCC(CC1)C1=NC(=NC=C1)N1C[C@H]2CNC3=NN=C(C=C3N2CC1)C1=C(C=CC=C1)O 2-[(10R)-12-[4-(4-piperidyl)pyrimidin-2-yl]-1,5,6,8,12-pentazatricyclo[8.4.0.02,7]tetradeca-2,4,6-trien-4-yl]phenol